COC1=NC=C(C(=N1)OC)C=1C=C(C=2N(N1)C=CN2)N2CC(C2)(C(F)(F)F)F 6-(2,4-dimethoxypyrimidin-5-yl)-8-(3-fluoro-3-(trifluoromethyl)azetidin-1-yl)imidazo[1,2-b]pyridazine